NC1=C(C=C(C=N1)NC(C(=O)N1C(CCC(C1)C)C=1C=C2C=NNC2=CC1)=O)C1CC1 N-(6-amino-5-cyclopropyl-3-pyridyl)-2-[2-(1H-Indazol-5-yl)-5-methyl-1-piperidyl]-2-oxo-acetamide